C(C)(=O)C(C(=O)O)N(C)C(N)=N acetylcreatine